ClC1=C(C2=C(C(N3[C@@H](CO2)CN(CC3)C(=O)OC(C)(C)C)=O)C(=N1)N1C(C(CC1)N(C)C)(C)C)Cl tert-butyl (6aR)-3,4-dichloro-1-(3-(dimethylamino)-2,2-dimethylpyrrolidin-1-yl)-12-oxo-6a,7,9,10-tetrahydro-12H-pyrazino[2,1-c]pyrido[3,4-f][1,4]oxazepine-8(6H)-carboxylate